O=C1NC(CCC1C=1C=CC(=NC1)CN1CCC(CC1)C=1SC2=C(N1)C=C(C(=C2)NC(C2=CN=C(C=C2)C(F)(F)F)=O)C(C)(C)O)=O N-(2-(1-((5-(2,6-dioxopiperidin-3-yl)pyridin-2-yl)methyl)piperidin-4-yl)-5-(2-hydroxypropan-2-yl)benzo[d]thiazol-6-yl)-6-(trifluoromethyl)nicotinamide